C(CCCCCCCCCCCCCCC(=O)O)(=O)O hexadecane-1,16-dioic acid